9H-fluoren-9-ylmethyl N-[(1R)-1-[(2S,4R)-4-hydroxy-2-[[(1S)-1-[4-(4-methylthiazol-5-yl)phenyl]ethyl]carbamoyl]pyrrolidine-1-carbonyl]-2-methyl-2-tritylsulfanyl-propyl]carbamate O[C@@H]1C[C@H](N(C1)C(=O)[C@H](C(C)(SC(C1=CC=CC=C1)(C1=CC=CC=C1)C1=CC=CC=C1)C)NC(OCC1C2=CC=CC=C2C=2C=CC=CC12)=O)C(N[C@@H](C)C1=CC=C(C=C1)C1=C(N=CS1)C)=O